zinc bis(nitroacetylacetone) [N+](=O)([O-])CC(=O)CC(C)=O.[N+](=O)([O-])CC(=O)CC(C)=O.[Zn]